2-(3-methyl-2-oxopyrrolidin-1-yl)acetamide CC1C(N(CC1)CC(=O)N)=O